[(3S)-1-[4-Methyl-3-[[(1R)-1-(1-naphthyl)ethyl]carbamoyl]phenyl]pyrrolidin-3-yl]methanesulfonate CC1=C(C=C(C=C1)N1C[C@H](CC1)CS(=O)(=O)[O-])C(N[C@H](C)C1=CC=CC2=CC=CC=C12)=O